[PH3]=O Phosphan oxide